C1(CCCCC1)NC(COC1=CC=C2C=CC(=CC2=C1)C(CC(=O)OC)C=1C=C2C(=NC1C)NC=C2)=O Methyl 3-(7-(2-(cyclohexylamino)-2-oxoethoxy)naphthalen-2-yl)-3-(6-methyl-1H-pyrrolo[2,3-b]pyridin-5-yl)propanoate